oxa-3,6,9,12,15,18-hexaazapentacos-24-enoic acid C(ONCCNCCNCCNCCNCCNCCCCCC=C)(=O)O